C(C)(C)OC(=O)C=1C=C(C=CC1)B(O)O (3-(isopropoxycarbonyl)phenyl)boronic acid